COC1CN(CCC1)CCOCC1=CC=CC=N1 6-((2-(3-methoxypiperidin-1-yl)ethoxy)methyl)pyridin